(1R,3S)-3-(3-{[(5-methyl-1,2-oxazol-3-yl)acetyl]-amino}-1H-pyrazol-5-yl)-cyclopentyl tert-butyl-carbamate C(C)(C)(C)NC(O[C@H]1C[C@H](CC1)C1=CC(=NN1)NC(CC1=NOC(=C1)C)=O)=O